9-Amino-8-oxo-N-phenyl-1,5,6,8-tetrahydro-2H-1,5-methanopyrido[1,2-a][1,5]diazocine-3(4H)-carboxamide NC1=CC=C2N(CC3CN(CC2C3)C(=O)NC3=CC=CC=C3)C1=O